2-(4-hydroxy-3-methoxyphenyl)-2-[(2-piperidine-4-ylethyl)amino]-N-(pyridine-4-ylmethyl)acetamid OC1=C(C=C(C=C1)C(C(=O)NCC1=CC=NC=C1)NCCC1CCNCC1)OC